C(C)(=O)NC[C@H](C(=O)O)NC(=O)OC(C)(C)C (2R)-3-acetamido-2-(tert-butoxycarbonylamino)propanoic acid